5-[[2-(ethylsulfonylamino)pyridin-4-yl]methyl]-2-(2-fluoro-4-iodoanilino)-1-methyl-6-oxopyridine-3-carboxylic acid C(C)S(=O)(=O)NC1=NC=CC(=C1)CC1=CC(=C(N(C1=O)C)NC1=C(C=C(C=C1)I)F)C(=O)O